N-hexacosyl-anilinium tetrakis(pentafluorophenyl)borate FC1=C(C(=C(C(=C1[B-](C1=C(C(=C(C(=C1F)F)F)F)F)(C1=C(C(=C(C(=C1F)F)F)F)F)C1=C(C(=C(C(=C1F)F)F)F)F)F)F)F)F.C(CCCCCCCCCCCCCCCCCCCCCCCCC)[NH2+]C1=CC=CC=C1